C(C)(C)OC(=O)C=1C(=NC(=NC1)NC1=C(C=C(C(=C1)NC(=O)NC(=O)OC)N1CCOCC1)OC)C1=CN(C2=CC=CC=C12)C 2-((2-Methoxy-5-(3-(methoxycarbonyl)ureido)-4-morpholinophenyl)amino)-4-(1-methyl-1H-indol-3-yl)pyrimidine-5-carboxylic acid isopropyl ester